tert-butyl((S)-1-(((S)-1-cyclohexyl-2-((S)-2-(4-(3-hydroxybenzoyl)thiazol-2-yl) pyrrolidin-1-yl)-2-oxoethyl)amino)-1-oxopropan-2-yl)(methyl)carbamate C(C)(C)(C)OC(N(C)[C@H](C(=O)N[C@H](C(=O)N1[C@@H](CCC1)C=1SC=C(N1)C(C1=CC(=CC=C1)O)=O)C1CCCCC1)C)=O